NC1=NC2=CC(=CC=C2C=C1F)CC[C@]1([C@H]([C@H]([C@@H](C1)N1C=CC2=C1N=CN=C2N)O)O)C (1s,2r,3r,5r)-3-(2-(2-amino-3-fluoroquinolin-7-yl)ethyl)-5-(4-amino-7H-pyrrolo[2,3-d]pyrimidin-7-yl)-3-methylcyclopentane-1,2-diol